[In].C(=O)(O)C1=CC=C(C=C1)C1(CC(=CC(=C1)C1=CC=C(C=C1)C(=O)O)C1=CC=C(C=C1)C(=O)O)[Y] 1,3,5-tris(4-carboxyphenyl)phenylyttrium indium